3-((4-(1-((1-(5-(2,6-dioxopiperidin-3-yl)pyridin-2-yl)piperidin-4-yl)methyl)piperidin-4-yl)phenyl)amino)-5-(piperidin-1-yl)pyrazine-2-carboxamide O=C1NC(CCC1C=1C=CC(=NC1)N1CCC(CC1)CN1CCC(CC1)C1=CC=C(C=C1)NC=1C(=NC=C(N1)N1CCCCC1)C(=O)N)=O